NC1=CC=C(C(=C1C(=O)N(C)C)F)C=1C(=C2C(=NC1)NC[C@]21C[C@H](CC1)C=1C=NC=CC1)Cl 6-Amino-3-((1R,3S)-4'-chloro-3-(pyridin-3-yl)-1',2'-dihydrospiro[cyclopentane-1,3'-pyrrolo[2,3-b]pyridin]-5'-yl)-2-fluoro-N,N-dimethylbenzamide